N1C2=C(C=CCC1=O)C=CC=C2 1H-BENZO[B]AZEPIN-2(3H)-ONE